3-(4-bromo-2-methyl-pyrazol-3-yl)-2-triisopropylsilyl-thiazolo[3,2-a]pyridin-5-one BrC1=C(N(N=C1)C)C1=C(SC=2N1C(C=CC2)=O)[Si](C(C)C)(C(C)C)C(C)C